NN1C(=NC(=C1C(=O)OCC)C1=CC=C(C=C1)C(NC1=NC=CC(=C1)CC)=O)[C@H]1N(CCC1)C(=O)OC(C)(C)C (S)-ethyl 1-amino-2-(1-(tert-butoxycarbonyl) pyrrolidin-2-yl)-4-(4-((4-ethylpyridin-2-yl) carbamoyl) phenyl)-1H-imidazole-5-carboxylate